O=C1C=CN2CCC2S1 oxo-5-thia-1-azabicyclo[4.2.0]oct-2-ene